(R)-2-((3-(5-ethylthiazol-2-yl)-4-fluoro-5-(methoxycarbonyl)phenoxy)methyl)morpholine C(C)C1=CN=C(S1)C=1C=C(OC[C@H]2CNCCO2)C=C(C1F)C(=O)OC